monoporphyrinmono-yl acrylate C(C=C)(=O)OC1=C2NC(=C1)C=C1C=CC(=N1)C=C1C=CC(N1)=CC=1C=CC(N1)=C2